C(C)SC1=NC=C(C=N1)C=O 2-ETHYLSULFANYL-PYRIMIDINE-5-CARBALDEHYDE